BrC=1C=C2C(=CC=N2)N1 Bromopyrrolopyrrole